C(C)(C)C=1N(C(OC1)=O)C([C@H](CCCCCCCCCCCC)C)=O (S)-4-isopropyl-3-((S)-2-methyltetradecanoyl)oxazolone